FC1(C[C@@]12C[C@H](N(CC2)CC2=C1C=CNC1=C(C=C2OC)C)C2=CC=C(C(=O)O)C=C2)F 4-((3r,5s)-1,1-difluoro-6-((5-methoxy-7-methyl-1H-indol-4-yl)methyl)-6-azaspiro[2.5]oct-5-yl)benzoic acid